FC1=C(C(=CC=C1)F)NC(C1=C(C=C(C(=C1)F)N1N=C2N(CC(CC2)O)C1=O)O[C@H](C(F)(F)F)C)=O N-(2,6-difluorophenyl)-5-fluoro-4-(6-hydroxy-3-oxo-5,6,7,8-tetrahydro[1,2,4]triazolo[4,3-a]pyridin-2(3H)-yl)-2-{[(2S)-1,1,1-trifluoropropan-2-yl]oxy}benzamide